OC1=C(C(CC(C1)(C)C)=O)C(=O)C=1C(=NN(C1)CC=1C=NC(=CC1)C(F)(F)F)C(F)(F)F 3-Hydroxy-5,5-dimethyl-2-(3-(trifluoromethyl)-1-((6-(trifluoromethyl)pyridin-3-yl)methyl)-1H-pyrazole-4-carbonyl)cyclohex-2-en-1-one